Carbamic acid (R)-2-(3-(2-ethynyl thiazol-4-yl) ureido)-2-(4-(1-methyl-1H-indazol-4-yl) phenyl)-ethyl ester C(#C)C=1SC=C(N1)NC(N[C@@H](COC(N)=O)C1=CC=C(C=C1)C1=C2C=NN(C2=CC=C1)C)=O